N[C@@H](C(C)(O)C)C (3R)-3-amino-2-methylbutan-2-ol